C1(CCC1)C=1C(=NN(C1C1=CC=C(C=C1)C(F)(F)F)C)NC(=O)C1CC(C1)(F)F N-(4-cyclobutyl-1-methyl-5-(4-(trifluoromethyl)phenyl)-1H-pyrazol-3-yl)-3,3-difluorocyclobutane-1-carboxamide